C[C@H]1N(CC[C@@H]1C(=O)OC)[C@H](C)C1=CC=CC=C1 methyl (2R,3S)-2-methyl-1-((R)-1-phenylethyl)pyrrolidine-3-carboxylate